11-{[(Dimethylamino)carbothioyl]sulfanyl}undecanoic Acid CN(C(=S)SCCCCCCCCCCC(=O)O)C